(4-chloro-5,6-difluoropyridin-3-yl)(4-(5-methyloxazolo[4,5-b]pyridin-2-yl)piperazin-1-yl)methanone ClC1=C(C=NC(=C1F)F)C(=O)N1CCN(CC1)C=1OC=2C(=NC(=CC2)C)N1